1-(4-((1S,2R)-6-hydroxy-2-(3-hydroxyphenyl)-1,2,3,4-tetrahydronaphthalen-1-yl)phenyl)piperidine-4-carbaldehyde OC=1C=C2CC[C@H]([C@H](C2=CC1)C1=CC=C(C=C1)N1CCC(CC1)C=O)C1=CC(=CC=C1)O